[O-]CC.[O-]CC.[O-]CC.[Cl-].[Ti+4] titanium monochloride triethoxide